FC1=C(C=CC=C1C(CF)(F)F)[C@@H](C)NC(OC(C)(C)C)=O tert-butyl N-[(1R)-1-[2-fluoro-3-(1,1,2-trifluoroethyl)phenyl]ethyl]carbamate